(cis)-N1-((1S,2R)-2-(4-((2-fluorobenzyl)oxy)phenyl)cyclopropyl)cyclohexane-1,4-diamine FC1=C(COC2=CC=C(C=C2)[C@@H]2[C@H](C2)N[C@@H]2CC[C@@H](CC2)N)C=CC=C1